N-ethyl-5-fluoro-N-isopropyl-2-(7-(1,2,3,6-tetrahydropyridin-4-yl)-5H-pyrrolo[3,2-d]pyrimidin-5-yl)benzamide C(C)N(C(C1=C(C=CC(=C1)F)N1C=C(C=2N=CN=CC21)C=2CCNCC2)=O)C(C)C